4-(1-(difluoromethyl)-5-(4-fluoro-2,6-dimethylphenoxy)-2-oxo-1,2-dihydropyridin-4-yl)-6-methyl-1,6-dihydro-7H-pyrrolo[2,3-c]pyridin-7-one FC(N1C(C=C(C(=C1)OC1=C(C=C(C=C1C)F)C)C=1C2=C(C(N(C1)C)=O)NC=C2)=O)F